CC1=C(C=CC(=C1)C)CC1NC=NNC1 5-[(2,4-dimethylphenyl)methyl]-1,4,5,6-tetrahydro-1,2,4-triazine